FCC1NCCNC1 2-(fluoromethyl)piperazine